T-hexyltri(t-butoxy)tin C(C)(C)(CCC)[Sn](OC(C)(C)C)(OC(C)(C)C)OC(C)(C)C